ClC1=NN2C(C(=N1)NC=1N=CN(C1)C1=C(C(=C(C=C1)C(C)=O)OC)OC)=CC=C2 1-(4-(4-((2-chloropyrrolo[2,1-f][1,2,4]triazin-4-yl)amino)-1H-imidazol-1-yl)-2,3-dimethoxyphenyl)ethanone